5,6,7,8-tetrahydroindolizine-1-carboxylic acid C=1(C=CN2CCCCC12)C(=O)O